ClC1=NC(=C(C(=O)OCC)C(=C1)C)C ethyl 6-chloro-2,4-dimethylnicotinate